3-(2-chloro-4-fluoro-phenoxy)-N-pyrimidin-4-yl-6-(trifluoromethyl)pyridazine-4-carboxamide ClC1=C(OC=2N=NC(=CC2C(=O)NC2=NC=NC=C2)C(F)(F)F)C=CC(=C1)F